OC=1C=C(C=2OC3=CC=CC=C3C(C2)=O)C=CC1O 3',4'-dihydroxy-flavone